CC1(CN(C1)C(=O)C1=CC=C(C=C1)[C@@H]1[C@H](C1)C=1C=2N(N=C(C1)C=1C(NC(NC1)=O)=O)C=CN2)C 5-(8-((1S,2S)-2-(4-(3,3-dimethylazetidine-1-carbonyl)phenyl)cyclopropyl)imidazo[1,2-b]pyridazin-6-yl)pyrimidine-2,4(1H,3H)-dione